2-hydroxypropyl-3,5,6-trimethyl-pyrazine OC(CC1=NC(=C(N=C1C)C)C)C